(2,2-difluorocyclopropyl)(piperazin-1-yl)methanone FC1(C(C1)C(=O)N1CCNCC1)F